2-[(carbamimidoyl-methyl)sulfanyl]-acetic acid C(N)(=N)CSCC(=O)O